((2-(((S)-1-((S)-2-(benzyl(methyl)carbamoyl)pyrrolidin-1-yl)-3,3-dimethyl-1-oxobutan-2-yl)carbamoyl)benzo[b]thiophen-5-yl)difluoromethyl)phosphonic acid C(C1=CC=CC=C1)N(C(=O)[C@H]1N(CCC1)C([C@H](C(C)(C)C)NC(=O)C1=CC2=C(S1)C=CC(=C2)C(F)(F)P(O)(O)=O)=O)C